(R)-6-(3-(4-Chlorobenzyl)azetidin-1-yl)-N-(2-(4-cyanothiazolidin-3-yl)-2-oxoethyl)-quinoline-4-carboxamide ClC1=CC=C(CC2CN(C2)C=2C=C3C(=CC=NC3=CC2)C(=O)NCC(=O)N2CSC[C@H]2C#N)C=C1